2-(dimethylamino)-N-(3-fluoro-4-(piperidin-1-yl)phenyl)-5-methyl-oxazole-4-carboxamide CN(C=1OC(=C(N1)C(=O)NC1=CC(=C(C=C1)N1CCCCC1)F)C)C